COC1=CC=C(C=C1)C1=CC=C(C=C1)NC(CCC(=O)N1C=2N(CCC1)N=C(C2)C)=O N-(4'-methoxy-[1,1'-biphenyl]-4-yl)-4-(2-methyl-6,7-dihydropyrazolo[1,5-a]pyrimidin-4(5H)-yl)-4-oxobutanamide